FC(CCC1=CC=C(C=O)C=C1)(C(F)(F)F)F 4-(3,3,4,4,4-pentafluorobutyl)benzaldehyde